NC1CCN(CC1)C1=CC(=C(C(=N1)C1=CC(=C(C#N)C=C1)F)C1=CC(=C(C=C1)OC)O)OC(C)C 4-(6-(4-Aminopiperidin-1-yl)-3-(3-hydroxy-4-methoxyphenyl)-4-isopropoxypyridin-2-yl)-2-fluorobenzonitrile